O1C(=CC=C1)C(=S)S 2-Furancarbodithioic acid